C(C)(C)(C)C=1C(=C(C=C(C1)C(C)(C)C)NC(O)=O)NC(O)=O.CC1CCN(CC1)CCC(=O)NC1=CC(=CC=C1)CNC1=NC=C(C2=C1CCO2)C2=CC=NC=C2 3-(4-methylpiperidin-1-yl)-N-(3-(((7-(pyridin-4-yl)-2,3-dihydrofuro[3,2-c]pyridin-4-yl)amino)methyl)phenyl)propionamide 3,5-di-tert-butyl-1,2-phenylenedicarbamate